5-methyl-6-[3-(2-methylthiazol-5-yl)-7,8-dihydro-5H-1,6-naphthyridin-6-yl]pyridine-3-carbonitrile CC=1C=C(C=NC1N1CC=2C=C(C=NC2CC1)C1=CN=C(S1)C)C#N